ClC1=C(C(=C2C=CNC2=C1C)CN1[C@H](C[C@@H](CC1)OCC)C1=CC=C(C(=O)O)C=C1)OC 4-((2r,4r)-1-((6-chloro-5-methoxy-7-methyl-1H-indol-4-yl)methyl)-4-ethoxypiperidin-2-yl)benzoic acid